[2-(aminomethyl)-3,3-difluoro-allyl]-4-[6-(3-piperazin-1-ylphenyl)-2-pyridinyl]-1,2,4-triazol-3-one bistrifluoroacetate salt FC(C(=O)O)(F)F.FC(C(=O)O)(F)F.NCC(CC=1N(C(NN1)=O)C1=NC(=CC=C1)C1=CC(=CC=C1)N1CCNCC1)=C(F)F